NC1=NC=C(C2=CC=C(C=C12)C1=CN=C2N1C=CC(=C2)F)C=2SC=C(N2)C2NCCCC2 2-(2-(1-amino-7-(7-fluoroimidazo[1,2-a]pyridin-3-yl)isoquinolin-4-yl)thiazol-4-yl)piperidine